NC1=NC(N(C=C1F)[C@@H]1O[C@@]([C@H]([C@@H]1F)O)(CO)CC)=O 4-amino-1-((2R,3S,4R,5R)-5-ethyl-3-fluoro-4-hydroxy-5-(hydroxymethyl)tetrahydrofuran-2-yl)-5-fluoropyrimidin-2(1H)-one